N-[5-[6-[(4-chloro-3-methyl-phenyl)-methyl-carbamoyl]imidazo[1,2-a]pyridin-3-yl]-2-pyridinyl]carbamic acid methyl ester COC(NC1=NC=C(C=C1)C1=CN=C2N1C=C(C=C2)C(N(C)C2=CC(=C(C=C2)Cl)C)=O)=O